C1(CCC2=NC=CC=C12)NC=1N=CC=C2C=C(SC12)C=1C(=C(N=C2C(CS(C12)(=O)=O)C(C)C)CCC1CCOCC1)C1=NC=CC(=N1)OC N-(R)-4-aza-1-indanyl(2-{3-isopropyl-6-(4-methoxy-2-pyrimidinyl)-1,1-dioxo-5-[2-(tetrahydro-2H-pyran-4-yl)ethyl]-1λ6-thia-4-aza-7-indanyl}-1-thia-6-aza-7-indenyl)amine